ClC1=C(C=C(C=C1F)O)F 4-chloro-3,5-difluorophenol